CC(CO)(C)NCCCN N-(1,1-dimethyl-2-hydroxyethyl)-1,3-propanediamine